(benzofuran-4-yl)acetate O1C=CC2=C1C=CC=C2CC(=O)[O-]